N1CCC2(CC1)C(C1=CC=CC1=C2)N spiro[pentalene-2,4'-piperidin]-1-amine